N-(1-(4-fluorophenyl)-6-(pyridin-3-yl)-1H-pyrazolo[3,4-d]pyrimidin-4-yl)-1H-pyrazolo[3,4-d]pyrimidin-2-carboxamide FC1=CC=C(C=C1)N1N=CC=2C1=NC(=NC2NC(=O)N2NC1=NC=NC=C1C2)C=2C=NC=CC2